10-[(dimethylamino)methyl]-N-(4-methoxyphenyl)-9-[4-(2-phenylethynyl)phenyl]-1,6-diazabicyclo[6.2.0]dec-3-ene-6-carboxamide CN(C)CC1C(C2CN(CC=CCN12)C(=O)NC1=CC=C(C=C1)OC)C1=CC=C(C=C1)C#CC1=CC=CC=C1